N1(CCC12CCC2)C(=O)C2[C@H]1CN(C[C@@H]21)C2CC1(C2)CN(CC1)C(=O)OC methyl 2-[(1R,5S,6r)-6-(1-azaspiro[3.3]hept-1-ylcarbonyl)-3-azabicyclo[3.1.0]hex-3-yl]-6-azaspiro[3.4]octane-6-carboxylate